OCC=1C=C(C=C(C1)CO)C=1C=C(C=CC1)[C@@H](C)NC(C1=C(C=CC(=C1)N1CCN(CC1)C)C)=O N-[(1R)-1-[3-[3,5-Bis(hydroxymethyl)phenyl]phenyl]ethyl]-2-methyl-5-(4-methylpiperazin-1-yl)benzamide